C1(CC1)C(=O)NC=1C=C(C(=O)NC=2C=NC=CC2C2=CC=C(C=C2)OCCO)C=CN1 2-(cyclopropanecarboxamido)-N-(4-(4-(2-hydroxyethoxy)phenyl)pyridin-3-yl)isonicotinamide